C1(CCCCC1)C1=CC(=CC(=N1)N1CCN(CC1)CC[C@@H]1CC[C@H](CC1)NC(N(C)C)=O)C1=CC=C(C=C1)F 3-(trans-4-(2-(4-(6-cyclohexyl-4-(4-fluorophenyl)pyridin-2-yl)piperazin-1-yl)ethyl)cyclohexyl)-1,1-dimethylurea